1-phenyl-3-(4-methoxyphenyl)-5-(4-methoxyphenyl)-pyrazoline C1(=CC=CC=C1)N1NC(=CC1C1=CC=C(C=C1)OC)C1=CC=C(C=C1)OC